ClC1=C(C=C(OCC(=O)NC23CC(C2)(C3)NC(\C=C\C3=CC(=CC=C3)Cl)=O)C=C1)F (2E)-N-{3-[2-(4-chloro-3-fluorophenoxy)acetylamino]bicyclo[1.1.1]pentan-1-yl}-3-(3-chlorophenyl)prop-2-enamide